COC(=O)C1=NC=CNC1=O.C(C1(CC=CC=C1)[2H])(=O)O benzoic acid-1-d methyl-3-oxo-3,4-dihydropyrazin-2-carboxylate